2-methyl 1-(2,2-dimethoxyethyl)-1,4-dihydro-3-methoxy-4-oxo-2,5-pyridinedicarboxylate COC(CN1C(=C(C(C(=C1)C(=O)[O-])=O)OC)C(=O)OC)OC